7-[(4-methoxyphenyl)methyl-amino]-5-[(6-methyl-2-pyridinyl)amino]pyrazolo[1,5-a]pyrimidine-3-carboxylic acid COC1=CC=C(C=C1)CNC1=CC(=NC=2N1N=CC2C(=O)O)NC2=NC(=CC=C2)C